4-(2-iodo-1-{[2-(trimethylsilyl)ethoxy]methyl}-1H-pyrrolo[3,2-c]pyridin-4-yl)morpholine IC1=CC=2C(=NC=CC2N1COCC[Si](C)(C)C)N1CCOCC1